2-[4-(2-methyl-4-pyridyl)pyrazolo[3,4-b]pyridin-1-yl]-N-(5-pyrazin-2-yl-2-pyridyl)acetamide CC1=NC=CC(=C1)C1=C2C(=NC=C1)N(N=C2)CC(=O)NC2=NC=C(C=C2)C2=NC=CN=C2